C(C=CC1=CC=CC=C1)(=O)NCCCCNC(C1=C(C=CC=C1)O)=O N-(4-cinnamamidobutyl)-2-hydroxybenzamide